C(CCCC\C=C/C\C=C/C\C=C/C\C=C/CC)(=O)OCC(O)CO glyceryl stearidonate